hydroxymethanesulfinic acid sodium salt hydrate O.[Na+].OCS(=O)[O-]